(dicyclohexylmethyl)-1-(6-((2-methyl-[1,1'-biphenyl]-3-yl)methoxy)pyridine-3-yl)-5,8,11,14,17-pentaoxa-2-azaicosan-20-amide C1(CCCCC1)C(C1CCCCC1)C(NCCOCCOCCOCCOCCOCCC(=O)N)C=1C=NC(=CC1)OCC=1C(=C(C=CC1)C1=CC=CC=C1)C